(S)-2-((4-(6-(benzo[b]thiophen-2-ylmethoxy)pyridin-2-yl)piperazin-1-yl)methyl)-1-(oxetan-2-ylmethyl)-1H-benzo[d]imidazole-6-carboxylic acid S1C2=C(C=C1COC1=CC=CC(=N1)N1CCN(CC1)CC1=NC3=C(N1C[C@H]1OCC1)C=C(C=C3)C(=O)O)C=CC=C2